1-(o-bromophenyl)-1-pentanone BrC1=C(C=CC=C1)C(CCCC)=O